CN1C(C=C(C2=C1N=C(N=C2)S(=O)(=O)C)C#C[Si](C(C)C)(C(C)C)C(C)C)=O 8-methyl-2-(methylsulfonyl)-5-((triisopropylsilyl)ethynyl)pyrido[2,3-d]pyrimidin-7(8H)-one